Tert-butyl 3-(2-((1-(tert-butoxycarbonyl)-4-methylpiperidin-4-yl) methoxy)-8-oxo-5,6,7,8-tetrahydropyrido[3,4-d]pyrimidin-4-yl)-3,8-diazabicyclo[3.2.1]octane-8-carboxylate C(C)(C)(C)OC(=O)N1CCC(CC1)(C)COC=1N=C(C2=C(N1)C(NCC2)=O)N2CC1CCC(C2)N1C(=O)OC(C)(C)C